C(N)(=O)C1=CC(=NC2=C1N=CN=C2NC21CN(CC1C2)C(=O)OC(C)(C)C)C2=CC=C(C=C2)CN2CCOCC2 tert-butyl 1-((8-carbamoyl-6-(4-(morpholinomethyl) phenyl) pyrido[3,2-d]pyrimidin-4-yl) amino)-3-azabicyclo[3.1.0]hexane-3-carboxylate